ethyl 2-(2-(2-(benzyloxy) ethoxy)-4-fluorophenyl)-2-bromoacetate C(C1=CC=CC=C1)OCCOC1=C(C=CC(=C1)F)C(C(=O)OCC)Br